BrC(=CC1CCC(CC1)C1CCC(CC1)CCC)Br 1-(2,2-dibromovinyl)-4-(4-propylcyclohexyl)cyclohexane